C1(=CC=CC=C1)SC1=CC=CC=C1 Diphenyl Sulfide